COCC1C(C(CC1)C(C(CC)C)O)(C)C [3-(methoxymethyl)-2,2-dimethyl-cyclopentyl]-2-methyl-butan-1-ol